1-methyl-4,5,6,7-tetrahydro-1H-pyrazolo[4,3-f][1,4]oxazepine CN1N=CC=2CNCCOC21